FC1=C(C=CC(=C1)F)N1CC=C2N1C(=CC=N2)C2=CC(=C(C=C2)OC)OC N-(2,4-difluorophenyl)-7-(3,4-dimethoxyphenyl)pyrazolo[1,5-a]pyrimidine